Ethyl (S)-3-((tert-butoxycarbonyl)amino)-3-(5-chloro-4,4'-difluoro-2'-methyl-6'-(((trifluoromethyl)sulfonyl)oxy)-[1,1'-biphenyl]-3-yl)propanoate C(C)(C)(C)OC(=O)N[C@@H](CC(=O)OCC)C=1C=C(C=C(C1F)Cl)C1=C(C=C(C=C1OS(=O)(=O)C(F)(F)F)F)C